N-(2-(piperazin-1-yl)-5-(trifluoromethyl)phenyl)-4-(trifluoromethyl)pyrimidin-2-amine N1(CCNCC1)C1=C(C=C(C=C1)C(F)(F)F)NC1=NC=CC(=N1)C(F)(F)F